C(C)(C)N1C(N(C=C1CN1C[C@@H](N[C@@H](C1)C=1C(=C2COC(C2=CC1)=O)C)C)C1=NC=C(C#N)C(=C1)OC)=O 6-(3-isopropyl-4-(((3S,5R)-3-methyl-5-(4-methyl-1-oxo-1,3-dihydroisobenzofuran-5-yl)piperazin-1-yl)methyl)-2-oxo-2,3-dihydro-1H-imidazol-1-yl)-4-methoxynicotinonitrile